4-(3-oxetanylamino)pyridin O1CC(C1)NC1=CC=NC=C1